6-(5-bromo-2-methyl-pyrazol-3-yl)-3,4-dihydro-2H-isoquinolin-1-one BrC=1C=C(N(N1)C)C=1C=C2CCNC(C2=CC1)=O